4-benzyloxy-6-fluoro-1-(4-fluorophenyl)-2-tetrahydropyran-4-yl-indole C(C1=CC=CC=C1)OC1=C2C=C(N(C2=CC(=C1)F)C1=CC=C(C=C1)F)C1CCOCC1